NC=1C2=C(N=CN1)N(C(=C2C2=CC=C(C=C2)OC2=CC=CC=C2)C#CC2CCN(CCC2)C(C=C)=O)C 1-(4-((4-amino-7-methyl-5-(4-phenoxyphenyl)-7H-pyrrolo[2,3-d]pyrimidin-6-yl)ethynyl)azepan-1-yl)prop-2-en-1-one